2-(2,6-dimethyl-4-((4-(4-(trifluoromethyl)phenethyl)piperazin-1-yl)methyl)phenoxy)-2-methylpropanoic acid ethyl ester C(C)OC(C(C)(C)OC1=C(C=C(C=C1C)CN1CCN(CC1)CCC1=CC=C(C=C1)C(F)(F)F)C)=O